(S)-1-(3-((8-(((1,1,1,3,3,3-hexafluoropropan-2-yl)oxy)carbonyl)-1,8-diazaspiro[4.5]decan-1-yl)methyl)-5-(trifluoromethyl)phenyl)piperidine-2-carboxylic acid FC(C(C(F)(F)F)OC(=O)N1CCC2(CCCN2CC=2C=C(C=C(C2)C(F)(F)F)N2[C@@H](CCCC2)C(=O)O)CC1)(F)F